(5S,8S)-N-(2-chloro-4-fluorobenzyl)-5-fluoro-8-hydroxy-8-((methylthio)methyl)-5,6,7,8-tetrahydro-quinoline-5-carboxamide ClC1=C(CNC(=O)[C@]2(C=3C=CC=NC3[C@@](CC2)(CSC)O)F)C=CC(=C1)F